(3,4-dimethoxyphenyl)-N-(quinolin-6-yl)acetamide COC=1C=C(C=CC1OC)CC(=O)NC=1C=C2C=CC=NC2=CC1